ClC=1C=C(C=CC1)COC=1C(=C(C=NC1)CC1=C(C(=NC=C1)N)F)C 4-[[5-[(3-chlorophenyl)methoxy]-4-methyl-3-pyridinyl]methyl]-3-fluoro-pyridin-2-amine